O=C1NC(CCC1N1C(C2=CC=CC(=C2C1)OCC(=O)N1CCC(CC1)C(=O)NCCOC1=CC2=C(C(=C(C=C2C=C1)O)N1S(NC(C1)=O)(=O)=O)F)=O)=O 1-[2-[2-(2,6-dioxo-3-piperidyl)-1-oxo-isoindolin-4-yl]oxyacetyl]-N-[2-[[8-fluoro-6-hydroxy-7-(1,1,4-trioxo-1,2,5-thiadiazolidin-2-yl)-2-naphthyl]oxy]ethyl]piperidine-4-carboxamide